4-{2-[2-(7-Methylchinolin-8-sulfonamido)phenyl]ethynyl}isochinolin CC1=CC=C2C=CC=NC2=C1S(=O)(=O)NC1=C(C=CC=C1)C#CC1=CN=CC2=CC=CC=C12